5-[(diphenylmethylene)amino]-4-fluoro-1-methylindole C1(=CC=CC=C1)C(C1=CC=CC=C1)=NC=1C(=C2C=CN(C2=CC1)C)F